C(#N)N1CC(CC1)C1=NC=2C(=NC=C(C2)C2=C(C(=O)NC)C=CC=C2)N1 (2-(1-Cyanopyrrolidin-3-yl)-3H-imidazo[4,5-b]pyridin-6-yl)-N-methylbenzamide